FC1=CC=C(CC2=CC(=NC=C2)C(=O)N[C@@H]2C(N(C3=C(OC2)C=CC(=C3)C#CC(C)(C)O)C)=O)C=C1 (S)-4-(4-fluorobenzyl)-N-(7-(3-hydroxy-3-methylbut-1-yn-1-yl)-5-methyl-4-oxo-2,3,4,5-tetrahydrobenzo[b][1,4]oxazepin-3-yl)picolinamide